benzyl-2-methylbenzene C(C1=CC=CC=C1)C1=C(C=CC=C1)C